OCCCCCC(CCCCCO)N(C(OCC1=CC=CC=C1)=O)CC1CCN(CC1)C benzyl N-[6-hydroxy-1-(5-hydroxypentyl)hexyl]-N-[(1-methyl-4-piperidyl)methyl]carbamate